C(C=C)N1N(C2=NC(=NC=C2C1=O)NC1=CN2N=CN=C2C=C1)C1=NC(=CC=C1)OC1CCN(CC1)C 2-allyl-6-(1,3,3a-triaza-5-indenylamino)-1-[6-(1-methyl-4-piperidyloxy)-2-pyridyl]-1,2-dihydro-3H-1,2,5,7-tetraazainden-3-one